O=C1C(NC=C1)=O dioxo-dihydro-pyrrole